C1(CC1)C1=C(C=CC(=C1)F)N(C(CN1CCC(CC1)CN1C(C2=CC=CC(=C2C1=O)F)=O)=O)C1=CC=C(C2=NON=C21)[N+](=O)[O-] N-(2-cyclopropyl-4-fluorophenyl)-2-(4-((4-fluoro-1,3-dioxoisoindol-2-yl)methyl)piperidin-1-yl)-N-(7-nitrobenzo[c][1,2,5]oxadiazol-4-yl)acetamide